ClCCCC1=CC=C(C(=O)O)C=C1 4-(3-chloropropyl)benzoic acid